1-(2,5-dimethylphenyl)-3-(4-(3-hydroxyphenyl)-2-methylbut-3-yn-2-yl)urea CC1=C(C=C(C=C1)C)NC(=O)NC(C)(C#CC1=CC(=CC=C1)O)C